C(C)(C)(C)OC(=O)N1C[C@@H](CC1)OC=1N=C2C(=NC1)N(C=C2C(=O)O)COCC[Si](C)(C)C (R)-2-((1-(tert-butoxycarbonyl)pyrrolidin-3-yl)oxy)-5-[(2-(trimethylsilyl)ethoxy)methyl]-5H-pyrrolo[2,3-b]pyrazine-7-carboxylic acid